ClCC(=O)[C@@H]1N(CCN(C1)C(=O)OC(C)(C)C)C(=O)OC(C)(C)C |r| rac-1,4-di-tert-butyl 2-(2-chloroacetyl)piperazine-1,4-dicarboxylate